FC(C(=O)O)(F)F.C(C)(=O)N1CC(CC1)C=1N=C(NC1)C1=NC=CC(=C1)C=1C=NN(C1)CC1=CC=C(C=C1)Cl 2-[4-(1-Acetylpyrrolidin-3-yl)-1H-imidazol-2-yl]-4-[1-(4-chlorobenzyl)-1H-pyrazol-4-yl]pyridine trifluoroacetate salt